1-(3-fluoro-5-((trimethylsilyl)ethynyl)phenyl)azetidin-2-one FC=1C=C(C=C(C1)C#C[Si](C)(C)C)N1C(CC1)=O